6-{4-[(5-amino-5-oxopentyl)amino]phenyl}-1-(4-methoxyphenyl)-7-oxo-4,5,6,7-tetrahydro-1H-pyrazolo[3,4-c]pyridine-3-carboxamide NC(CCCCNC1=CC=C(C=C1)N1C(C2=C(CC1)C(=NN2C2=CC=C(C=C2)OC)C(=O)N)=O)=O